C(C)(=O)OC=1C(=NC=CC1OC)C(NCC1=NOC(=N1)C1=CC=CC=C1)=O 4-methoxy-2-(((5-phenyl-1,2,4-oxadiazol-3-yl)methyl)carbamoyl)pyridin-3-yl acetate